(s)-4-[5-(5-fluoro-2-methoxypyridin-4-yl)-1H-pyrazole-3-carbonyl]-4-azaspiro[2.5]octane-7-carboxylic acid FC=1C(=CC(=NC1)OC)C1=CC(=NN1)C(=O)N1C2(CC2)C[C@H](CC1)C(=O)O